COC1(C(COCC1)O)OC 4,4-dimethoxytetrahydro-2H-pyran-3-ol